2-benzofuranal O1C(=CC2=C1C=CC=C2)C=O